C(C)(C)(C)C=1C(=C(C=C(C1O)C(C)(C)C)CCC(=O)OC)C(C1=CC(=C(C(=C1)C(C)(C)C)O)C(C)(C)C)=O Methyl 3-(3,5-di-tert-butyl-2-(3,5-di-tert-butyl-4-hydroxybenzoyl)-4-hydroxyphenyl)propanoate